NC1=NN2C(N=CC=C2)=C1C(=O)N[C@@H](C)C=1C=C(C=2N(C1N1CCS(CC1)(=O)=O)N=CC2)Cl (S)-2-Amino-N-(1-(4-chloro-7-(1,1-dioxidothiomorpholino)pyrazolo[1,5-a]pyridin-6-yl)ethyl)pyrazolo[1,5-a]pyrimidine-3-carboxamide